CO[C@@H](CN(CC[C@@H](C(=O)O)NC1=NC(=CN=C1)C1=CC=NC=C1)CCCCC1=NC=2NCCCC2C=C1)C (S)-4-(((R)-2-methoxypropyl)(4-(5,6,7,8-tetrahydro-1,8-naphthyridin-2-yl)butyl)amino)-2-((6-(pyridin-4-yl)pyrazin-2-yl)amino)butanoic acid